4-bromo-1-methyl-1H-pyrazolo[3,4-c]Pyridine BrC1=C2C(=CN=C1)N(N=C2)C